(R)-4-(5-(5-fluoro-2-methoxypyridin-4-yl)-1H-pyrazole-3-carbonyl)-N-((5R,8R)-1-methyl-2-oxo-1-azaspiro[4.5]decan-8-yl)-4-azaspiro[2.5]octane-7-carboxamide FC=1C(=CC(=NC1)OC)C1=CC(=NN1)C(=O)N1C2(CC2)C[C@@H](CC1)C(=O)NC1CCC2(CCC(N2C)=O)CC1